6-bromo-N-methyl-8,9-dihydroimidazo[2,1-h]Pteridin-2-amine BrC1=NC=2C=NC(=NC2N2C1=NCC2)NC